OC(C)(C)C1=NC=C(C=N1)O 2-(2-hydroxypropan-2-yl)pyrimidin-5-ol